N-(4-(4,4-dimethyl-4,5,6,8-tetrahydro-7H-thieno[2,3-c]azepin-7-yl)-2,6-dimethylphenyl)-3,3-dimethylbutanamide CC1(C2=C(CN(CC1)C1=CC(=C(C(=C1)C)NC(CC(C)(C)C)=O)C)SC=C2)C